C1(CC1)CC1=C(C=NN1[C@@H]1COCC1)C1=NC(=NC=C1)NC1CCC(CC1)N (1r,4S)-N1-(4-(5-(cyclopropyl-methyl)-1-((S)-tetrahydrofuran-3-yl)-1H-pyrazol-4-yl)pyrimidin-2-yl)cyclohexane-1,4-diamine